NC=1C(NC2=CC=C(C=C2C1C1=C2C=NNC2=CC(=C1)F)Cl)=O 3-amino-6-chloro-4-(6-fluoro-1H-indazol-4-yl)-1H-quinolin-2-one